CC1=CC=C(C=C1)P(C1=CC=C(C=C1)C)C1=CC=C(C=C1)C tri(4-methylphenyl)phosphorus